n-dodecyl-cycloundecane C(CCCCCCCCCCC)C1CCCCCCCCCC1